Hippuroyl-Glycyl-Glycine C(CNC(=O)C1=CC=CC=C1)(=O)NCC(=O)NCC(=O)O